C(C)(C)(C)[S@](=O)N[C@@H]1[C@H](C2CCC1CC2)C(=O)[O-] (2S,3S)-3-((S)-tert-butylsulfinylamino)-bicyclo[2.2.2]octane-2-formate